6-(4-((S)-4-((R)-3-oxo-4-(trifluoromethyl)-3,5,6,7-tetrahydro-2H-cyclopenta[c]pyridazin-7-yl)morpholin-2-yl)piperazin-1-yl)nicotinonitrile O=C1C(=C2C(=NN1)[C@@H](CC2)N2C[C@H](OCC2)N2CCN(CC2)C2=NC=C(C#N)C=C2)C(F)(F)F